8-((4-(Difluoromethoxy)phenyl)sulfonyl)-3-(4-methylpiperidin-1-yl)-8-azabicyclo[3.2.1]octane FC(OC1=CC=C(C=C1)S(=O)(=O)N1C2CC(CC1CC2)N2CCC(CC2)C)F